COC(C1=C(C(=CC=C1)COC1=C(C=C(C=C1)Cl)Cl)C)=O ((2,4-dichlorophenoxy)methyl)-2-methylbenzoic acid methyl ester